6-chloro-2-(2-oxopyrrolidin-1-yl)nicotinic acid methyl ester COC(C1=C(N=C(C=C1)Cl)N1C(CCC1)=O)=O